5-bromo-1-ethyl-4-(hydrazinylmethyl)-1H-pyrazole hydrochloride Cl.BrC1=C(C=NN1CC)CNN